[Si](C)(C)(C(C)(C)C)OC1=CC(=C(C=C1)\N=C(/N)\C1=C(C=2N(N=C1)C=C(C2)C2=CC=CC=C2)NC2COC(C2)=O)CC (Z)-N'-(4-((tert-butyldimethylsilyl)oxy)-2-ethylphenyl)-4-((5-oxotetrahydrofuran-3-yl)-amino)-6-phenylpyrrolo[1,2-b]pyridazine-3-carboximidamide